C(C)OC(=O)C=1SC=C(N1)C(=O)N1[C@H](CCC1)C 4-((S)-2-methylpyrrolidine-1-carbonyl)thiazole-2-carboxylic acid ethyl ester